NCC=1C(=NC=NC1)NC1CCC(CC1)OC 5-(aminomethyl)-N-((1r,4r)-4-methoxycyclohexyl)pyrimidin-4-amine